Tert-butyl (3S,4S)-3-((6-bromo-3-methylpyridin-2-yl) carbamoyl)-2-azabicyclo[2.2.1]heptane-2-carboxylate BrC1=CC=C(C(=N1)NC(=O)[C@H]1N(C2CC[C@H]1C2)C(=O)OC(C)(C)C)C